C(#N)C1NCCC1 2-cyanopyrrolidine